BrC=1C=C(C(=C(C1)OCOCC)I)C 5-bromo-1-(ethoxymethoxy)-2-iodo-3-methyl-benzene